C(C)N(CC(=O)NC)C1=C(C=C(C=C1)[N+](=O)[O-])C=O 2-[ETHYL(2-FORMYL-4-NITROPHENYL)AMINO]-N-METHYLACETAMIDE